FC(S(=O)(=O)O[C@@H]1CN(CC1)C(=O)OC(C)(C)C)(F)F tert-butyl (3S)-3-(trifluoromethanesulfonyloxy)pyrrolidine-1-carboxylate